1-(4-(4-fluoro-3-isopropyl-2-(8-methoxy-[1,2,4]triazolo[1,5-a]pyridin-6-yl)-1H-pyrrolo[2,3-c]pyridin-5-yl)piperazin-1-yl)-2-methylpropan-2-ol FC1=C2C(=CN=C1N1CCN(CC1)CC(C)(O)C)NC(=C2C(C)C)C=2C=C(C=1N(C2)N=CN1)OC